1,5-dichloromethyl-naphthalene ClCC1=CC=CC2=C(C=CC=C12)CCl